(3R)-N-{5-[2-chloro-5-(1,3,4-oxadiazol-2-yl)phenyl]-1H-indazol-3-yl}piperidine-3-carboxamide trifluoroacetate salt FC(C(=O)O)(F)F.ClC1=C(C=C(C=C1)C=1OC=NN1)C=1C=C2C(=NNC2=CC1)NC(=O)[C@H]1CNCCC1